COC1=C(C=CC=C1)C1=C(C=NC(=C1)C)C(=O)NC=1SC2=C(N1)CN(C2)C(=O)C2=NC=NN2C 4-(2-methoxyphenyl)-6-methyl-N-[5-(1-methyl-1H-1,2,4-triazole-5-carbonyl)-4H,5H,6H-pyrrolo[3,4-d][1,3]thiazol-2-yl]pyridine-3-carboxamide